tert-butyl 3,5-dinitrobenzoate [N+](=O)([O-])C=1C=C(C(=O)OC(C)(C)C)C=C(C1)[N+](=O)[O-]